3-(3-Fluoro-4-(4-methylpyrimidin-2-yl)oxo-phenyl)-4-(4-(2-methylpropan-2-enamido)phenyl)-5-vinyl-1H-pyrrole-2-carboxamide FC=1C(C(C=CC1C1=NC=CC(=N1)C)C1=C(NC(=C1C1=CC=C(C=C1)NC(C(=C)C)=O)C=C)C(=O)N)=O